BrC=1C=C(C=CC1)C=1C(=C(NC1)CC1CC1)CC1=CC(=C(C(=C1)F)S(=O)(=O)N(CC1=CC=C(C=C1)OC)CC1=CC=C(C=C1)OC)F 4-((4-(3-bromophenyl)-2-(cyclopropylmethyl)-1H-pyrrol-3-yl)methyl)-2,6-difluoro-N,N-bis(4-methoxybenzyl)benzenesulfonamide